1-(5-((6-fluoro-2,3-dihydrobenzo[b][1,4]dioxin-5-yl)amino)-7-(methylamino)pyrazolo[1,5-a]pyrimidin-3-yl)-3-((1R,2S)-2-fluorocyclopropyl)urea FC1=C(C2=C(OCCO2)C=C1)NC1=NC=2N(C(=C1)NC)N=CC2NC(=O)N[C@H]2[C@H](C2)F